BrC1=CC=C2[C@@H](CC=3C(=NOC3C2=C1)NS(=O)(=O)C1=C(C=CC=C1OC)OC)C |r| rac-N-(8-bromo-5-methyl-4,5-dihydronaphtho[2,1-d]isoxazol-3-yl)-2,6-dimethoxybenzenesulfonamide